1-(3-methoxybenzyl)-1H-pyrazol-4-amine COC=1C=C(CN2N=CC(=C2)N)C=CC1